Heneicosyl 6,6'-((3-((2-hydroxyethyl)(6-carbonyl-6-(undecyloxy)hexyl)amino)propyl)azanediyl)dihexanoate OCCN(CCCN(CCCCCC(=O)[O-])CCCCCC(=O)OCCCCCCCCCCCCCCCCCCCCC)CCCCCC(OCCCCCCCCCCC)=C=O